6-(2-(methoxycarbonyl)-4-(prop-1-en-2-yl)-1H-pyrrol-1-yl)-5-nitronicotinic acid COC(=O)C=1N(C=C(C1)C(=C)C)C1=NC=C(C(=O)O)C=C1[N+](=O)[O-]